C(C)OC(CN)=O L-glycine ethyl ester